N-{[3-(4-{[(3S,4R)-3-fluoro-1-methylpiperidin-4-yl]amino}-1-(2,2,2-trifluoroethyl)-1H-indol-2-yl)-1,2,4-oxadiazol-5-yl]methyl}-5-(2-hydroxypropan-2-yl)thiophene-3-carboxamide F[C@H]1CN(CC[C@H]1NC1=C2C=C(N(C2=CC=C1)CC(F)(F)F)C1=NOC(=N1)CNC(=O)C1=CSC(=C1)C(C)(C)O)C